N-(5-(5-bromo-1-oxoisoindolin-2-yl)-2-((2-methoxyethoxy)methoxy)phenyl)methanesulfonamide BrC=1C=C2CN(C(C2=CC1)=O)C=1C=CC(=C(C1)NS(=O)(=O)C)OCOCCOC